methyl 1-((2R,4S,5R)-4-((4-chlorobenzoyl)oxy)-5-(((4-chlorobenzoyl)oxy)methyl)tetrahydrofuran-2-yl)-5-(diethoxymethyl)-1H-imidazole-4-carboxylate ClC1=CC=C(C(=O)O[C@H]2C[C@@H](O[C@@H]2COC(C2=CC=C(C=C2)Cl)=O)N2C=NC(=C2C(OCC)OCC)C(=O)OC)C=C1